BrC=1C=C2C(C(=COC2=CC1)C=O)=O 6-bromo-chromone-3-formaldehyde